4-(2-(2-oxa-6-azaspiro[3.3]heptan-6-yl)-6,7-dihydro-5H-cyclopenta[d]pyrimidin-4-yl)benzamide C1OCC12CN(C2)C=2N=C(C1=C(N2)CCC1)C1=CC=C(C(=O)N)C=C1